BrC=1C=C(C(=O)NC2=CC(=C(C=C2)OCC2CC2)F)C=CN1 2-bromo-N-(4-(cyclopropylmethoxy)-3-fluorophenyl)isonicotinamide